3-[3-(3,5-difluorophenyl)-4-[3-(morpholin-3-yl)azetidin-1-yl]quinolin-6-yl]-2-hydroxybenzonitrile FC=1C=C(C=C(C1)F)C=1C=NC2=CC=C(C=C2C1N1CC(C1)C1NCCOC1)C=1C(=C(C#N)C=CC1)O